2-(6-bromo-4-ethoxy-1-oxo-phthalazin-2-yl)acetic acid BrC=1C=C2C(=NN(C(C2=CC1)=O)CC(=O)O)OCC